[Cl-].[Cl-].C[SiH](C)[Zr+2](C1C(=CC2=C(C=CC=C12)C1=CC=CC=C1)C)C1C(=CC2=C(C=CC=C12)C1=CC=CC=C1)C rac-dimethylsilyldi(2-methyl-4-phenylindenyl)zirconium dichloride